C1(=CC=CC=C1)C#CC 3-phenylprop-2-yn